(S)-1-(4-((3-(trifluoromethyl)phenyl)amino)-6-((2-chlorophenyl)amino)-1,3,5-triazin-2-yl)pyrrolidin-3-ol FC(C=1C=C(C=CC1)NC1=NC(=NC(=N1)NC1=C(C=CC=C1)Cl)N1C[C@H](CC1)O)(F)F